BrC=1C=NC=C(C1)OC1=CC=C(C=C1)C(F)(F)F 3-bromo-5-(4-(trifluoromethyl)phenoxy)pyridine